tert-butyl (1R,5S)-3-(7-bromo-8-fluoro-2-methyl-6-(trifluoromethyl)quinazolin-4-yl)-3,8-diazabicyclo[3.2.1]octane-8-carboxylate BrC1=C(C=C2C(=NC(=NC2=C1F)C)N1C[C@H]2CC[C@@H](C1)N2C(=O)OC(C)(C)C)C(F)(F)F